OC12C(C=3C=C(SC3N=C2N(CC1)C=1C=NC=CC1)C)=O 9-hydroxy-5-methyl-12-(pyridin-3-yl)-4-thia-2,12-diazatricyclo[7.3.0.03,7]dodeca-1,3(7),5-trien-8-one